4,4'-[(1-methylethylidene)bis(oxymethylene)]bis-Benzenamine CC(C)(OCC1=CC=C(C=C1)N)OCC1=CC=C(C=C1)N